C1(CCCCC1)C1=CC=C(C=C1)NC=1C2=C(N=C(N1)N1[C@@H](COCC1)C(=O)O)C(N(C2)C(C)C)=O (3S)-4-{4-[(4-cyclohexylphenyl)amino]-7-oxo-6-(prop-2-yl)-6,7-dihydro-5H-pyrrolo[3,4-d]pyrimidin-2-yl}morpholine-3-carboxylic acid